ClC1=CC(=C(C=C1)C1=NC(=CC=2N=C(N(C(C21)=O)C)C)N2C[C@H](OCC2)[C@H]2OCC2)F 5-(4-chloro-2-fluorophenyl)-2,3-dimethyl-7-((2S)-2-((2S)-2-oxetanyl)-4-morpholinyl)pyrido[4,3-d]pyrimidin-4(3H)-one